phenyl N-(2,6-difluoro-4-pyridyl)-N-[4-[(2,2-dimethylcyclobutyl)carbamoyl]-5-methyl-thiazol-2-yl]carbamate FC1=NC(=CC(=C1)N(C(OC1=CC=CC=C1)=O)C=1SC(=C(N1)C(NC1C(CC1)(C)C)=O)C)F